3-(5-(methylsulfonyl)-4,5,6,7-tetrahydrothieno[3,2-c]pyridin-2-yl)-5-(trifluoromethyl)-1,2,4-oxadiazole CS(=O)(=O)N1CC2=C(CC1)SC(=C2)C2=NOC(=N2)C(F)(F)F